(S)-1-((R)-1-(2-((S)-amino(4,4-difluorocyclohexyl)-methyl)benzo[d]oxazol-5-yl)-2-methoxyethyl)-4-(trifluoromethyl)imidazolidin-2-one N[C@H](C=1OC2=C(N1)C=C(C=C2)[C@H](COC)N2C(N[C@@H](C2)C(F)(F)F)=O)C2CCC(CC2)(F)F